ClC1=C(C=CC(=C1)Cl)N1C(=NN=C1SC)CO (4-(2,4-dichlorophenyl)-5-(methylthio)-4H-1,2,4-triazol-3-yl)methanol